[C-]1(C=CC=C1)C(=O)Cl.[CH-]1C=CC=C1.[Fe+2] ferrocenoic acid chloride